C(C=C)(=O)N1CCN(CC1)C1=C(C(=NC2=C(C(=C(C=C12)Cl)C1=CC=C(C2=C1N=C(S2)N)F)F)O[C@@H]2CN(C[C@H]2OC)C)C#N 4-(4-propenoylpiperazin-1-yl)-7-(2-amino-7-fluorobenzo[d]thiazol-4-yl)-6-chloro-8-fluoro-2-(((3R,4R)-4-methoxy-1-methylpyrrolidin-3-yl)oxy)quinoline-3-carbonitrile